Racemic-4-[3,3-difluoro-1-(5-fluoropyrimidin-2-yl)piperidine-4-carbonyl]-3,5-dihydro-2H-pyrido[3,4-f][1,4]oxazepine-9-carbonitrile FC1(CN(CC[C@@H]1C(=O)N1CCOC2=C(C1)C=NC=C2C#N)C2=NC=C(C=N2)F)F |r|